4-[1-[chloro(difluoro)methyl]-1,2,2,2-tetrafluoro-ethyl]-2-(difluoromethoxy)aniline ClC(C(C(F)(F)F)(F)C1=CC(=C(N)C=C1)OC(F)F)(F)F